N-(5-{[(2S,5R)-2,5-dimethyl-4-(tetrahydro-2H-pyran-4-ylmethyl)piperazin-1-yl]carbonyl}-6,6-dimethyl-1,4,5,6-tetrahydropyrrolo[3,4-c]pyrazol-3-yl)-6-methylpyridine-2-carboxamide C[C@@H]1N(C[C@H](N(C1)CC1CCOCC1)C)C(=O)N1C(C=2NN=C(C2C1)NC(=O)C1=NC(=CC=C1)C)(C)C